C(C)(C)(C)OC(=O)NCCOCC1CCN(CC1)C(=O)OCC1=CC=CC=C1 1-Benzyl 4-[2-(tert-butoxycarbonylamino)ethoxymethyl]piperidine-1-carboxylate